(1-(4-(1-ethoxyvinyl)-3-fluorophenyl)cyclopropyl)carbamic acid tert-butyl ester C(C)(C)(C)OC(NC1(CC1)C1=CC(=C(C=C1)C(=C)OCC)F)=O